FC1=CC=CC=2[C@H](CC3=NC=CC=C3OC21)CN |o1:6| (S*)-(6-fluoro-10,11-dihydrobenzo[6,7]oxepino[3,2-b]pyridin-10-yl)methanamine